COC12CCC(CC1)(C2)N2C1=NC(=NC=C1N(C2=O)C)NC=2C=C1N=CC=NC1=CC2C 9-(4-methoxybicyclo[2.2.1]heptan-1-yl)-7-methyl-2-((7-methylquinoxalin-6-yl)amino)-7,9-dihydro-8H-purin-8-one